4-((R)-3-((cyclobutylmethyl)amino)piperidin-1-yl)-1-(1-(1-(5-(dimethylamino)pyridin-3-yl)-1H-pyrazol-4-yl)ethyl)pyridin-2(1H)-one C1(CCC1)CN[C@H]1CN(CCC1)C1=CC(N(C=C1)C(C)C=1C=NN(C1)C=1C=NC=C(C1)N(C)C)=O